FC=1C=C(C=2[C@@H](CCCC2C1)C1=C2C[C@H]([C@H](C2=C(C=C1)S(=O)(=O)C(F)(F)F)O)F)C#N (S)-3-fluoro-8-((1S,2R)-2-fluoro-1-hydroxy-7-((trifluoromethyl)sulfonyl)-2,3-dihydro-1H-inden-4-yl)-5,6,7,8-tetrahydronaphthalene-1-carbonitrile